CC=1C=C(C=CC1OC1=CC=2N(C=C1)N=CN2)C=2N=C(C1=C(N2)C=CC(=N1)N1[C@@H](CNCC1)C)N (3-methyl-4-{[1,2,4]triazolo[1,5-a]pyridin-7-yloxy}phenyl)-6-[(2R)-2-methylpiperazin-1-yl]pyrido[3,2-d]pyrimidin-4-amine